ClC1=C2C=CNC2=C(C=C1)NC(OC(C)(C)C)=O tert-butyl N-(4-chloro-1H-indol-7-yl)carbamate